ClC1=C(C(=O)Cl)C(=CC=C1N(C1=NC2=CC=CC=C2C=N1)C)Cl 2,6-dichloro-3-(methyl-(quinazolin-2-yl)amino)benzoyl chloride